C(C)C=1C(=NOC1C)NC(OC(C)(C)C)=O tert-butyl (4-ethyl-5-methylisoxazol-3-yl)carbamate